ClC1=NC(=C(C=C1C(F)(F)F)C1OCCO1)OC 2-chloro-5-(1,3-dioxolan-2-yl)-6-methoxy-3-(trifluoromethyl)pyridine